C1(C=CC(N1C=1C=C(OC2=CC=C(C=C2)C(C(F)(F)F)(C(F)(F)F)C2=CC=C(C=C2)OC2=CC(=CC=C2)N2C(C=CC2=O)=O)C=CC1)=O)=O 2,2-bis[4-(3-maleimidophenoxy)phenyl]hexafluoropropane